FC1=C(C(=CC=C1C(=O)C1=CNC2=NC=C(C=C21)C=2C=NC(=NC2)NCCO)F)NS(=O)(=O)CCC N-(2,6-difluoro-3-(5-(2-((2-hydroxyethyl)amino)pyrimidin-5-yl)-1H-pyrrolo[2,3-b]pyridine-3-carbonyl)phenyl)propane-1-sulfonamide